Acrylonitrile Methacrylate C(C(=C)C)(=O)O.C(C=C)#N